2-((3-iodo-7-methoxyimidazo[1,2-a]pyridin-6-yl)sulfonyl)-2-methylpropan-1-ol IC1=CN=C2N1C=C(C(=C2)OC)S(=O)(=O)C(CO)(C)C